5,7-dihydro-furo[3,4-b]pyridine N1=C2C(=CC=C1)COC2